C1N(CC12OCCCC2)CC(=O)NC=2C=C(C(=NC2)C)NC(=O)C=2C=NN1C2SC(=C1)C1=C2N(N=C1)CCC2 N-(5-(2-(5-oxa-2-azaspiro[3.5]nonan-2-yl)acetamido)-2-methylpyridin-3-yl)-2-(5,6-dihydro-4H-pyrrolo[1,2-b]pyrazol-3-yl)pyrazolo[5,1-b]thiazole-7-carboxamide